[Si](C1=CC=CC=C1)(C1=CC=CC=C1)(C(C)(C)C)OC[C@@H]1[C@@H](C1)CCCC(C(=O)OC(C)(C)C)C tert-butyl 5-((1r,2s)-2-(((tert-butyldiphenylsilyl) oxy) methyl) cyclopropyl)-2-methylpentanoate